3-fluoro-5-((1,2,2,3,3,4,4-heptafluoro-2a-hydroxy-2,2a,3,4-tetrahydro-1H-cyclopenta[cd]inden-7-yl)oxy)benzonitrile FC=1C=C(C#N)C=C(C1)OC1=CC=C2C=3C(C(C(C13)F)(F)F)(C(C2(F)F)(F)F)O